tert-butyl ((1r,3r)-3-(4-(2-(4-((2-(3-methyl-1,2,4-oxadiazol-5-yl) Pyrimidin-4-yl)methoxy)phenyl)propan-2-yl)phenoxy)cyclobutyl)carbamate CC1=NOC(=N1)C1=NC=CC(=N1)COC1=CC=C(C=C1)C(C)(C)C1=CC=C(OC2CC(C2)NC(OC(C)(C)C)=O)C=C1